[Fe].[Zn].[Sb].[Pb] lead-antimony-zinc-iron